OC(C)(C)C=1C=CC(=C(C1)C=1C2=C(C(N(C1)C)=O)N(C=C2)S(=O)(=O)C2=CC=C(C=C2)C)OC2=CC(=CC=C2)OCCN2CCNCC2 4-[5-(1-hydroxy-1-methyl-ethyl)-2-[3-(2-piperazin-1-ylethoxy)phenoxy]phenyl]-6-methyl-1-(p-tolylsulfonyl)pyrrolo[2,3-c]pyridin-7-one